Cl.NC(C(=O)OC)C1[C@H]2COC[C@@H]12 methyl 2-amino-2-[(1S,5R,6s)-3-oxabicyclo-[3.1.0]hexan-6-yl]acetate hydrochloride